2-(dimethylamino)-N-(5-(3-isopropyl-2-(2-methylpyridin-4-yl)-1H-indol-5-yl)-1,3,4-oxadiazol-2-yl)acetamide CN(CC(=O)NC=1OC(=NN1)C=1C=C2C(=C(NC2=CC1)C1=CC(=NC=C1)C)C(C)C)C